(R)-3-(3-(difluoromethoxy)phenyl)-1-(1,1-dioxidotetrahydro-2H-thiopyran-4-yl)-N-((S)-3-methyl-1,1-dioxidotetrahydrothiophen-3-yl)-4,5,6,7-tetrahydro-1H-indazole-6-carboxamide FC(OC=1C=C(C=CC1)C1=NN(C=2C[C@@H](CCC12)C(=O)N[C@@]1(CS(CC1)(=O)=O)C)C1CCS(CC1)(=O)=O)F